CC=1N=C(NC(C1C)=O)N1N=C(C=C1C1=C(C(=O)N)C=CC(=C1)C)C (1-(4,5-dimethyl-6-oxo-1,6-dihydropyrimidin-2-yl)-3-methyl-1H-pyrazol-5-yl)-4-methylbenzamide